2-bromopyrido[3',2':5,6]pyrimido[1,2-a]indole BrC=1C=CC=2C=NC=3N(C4=CC=CC=C4C3)C2N1